3-(4-bromo-1-oxoisoindolin-2-yl)-1-((2-(trimethylsilyl)ethoxy)methyl)piperidine-2,6-dione BrC1=C2CN(C(C2=CC=C1)=O)C1C(N(C(CC1)=O)COCC[Si](C)(C)C)=O